N-((1E,3E,5E)-5-(phenylimino)penta-1,3-dien-1-yl)aniline C1(=CC=CC=C1)\N=C\C=C\C=C\NC1=CC=CC=C1